N1=C(N=CN=C1)C1=NC=NC=N1 Bis-triazine